C1=C(C=CC2=CC=CC=C12)C(=O)N[C@@H](C(=O)N1[C@@H](C[C@@H](C1)N1N=NC=C1C(C)(C)O)C(=O)NC1(CSCC1)C(C(=O)N)=O)CC1CCCCC1 (2S,4S)-1-((R)-2-(2-naphthamido)-3-cyclohexylpropanoyl)-N-(3-(2-amino-2-oxoacetyl)tetrahydrothiophen-3-yl)-4-(5-(2-hydroxypropan-2-yl)-1H-1,2,3-triazol-1-yl)pyrrolidine-2-carboxamide